N1N=CC(=C1)C1=CC=C(C=N1)N1C(N(C2=C1C=CC=C2)CC2CCC(CC2)NC(C2=C(N=CC(=C2)Cl)C)=O)=O N-((1r,4r)-4-((3-(6-(1H-pyrazol-4-yl)pyridin-3-yl)-2-oxo-2,3-dihydro-1H-benzo[d]imidazol-1-yl)methyl)cyclohexyl)-5-chloro-2-methylnicotinamide